C1(CCCC\C=C/CCCCCCCCC1)=O (6Z)-cyclohexadec-6-en-1-one